C(C)N=S(=O)(C)C=1C=CC2=C(C=C(S2)C(=O)O)C1 5-(N-ethyl-S-methyl-sulfonimidoyl)benzothiophene-2-carboxylic Acid